N-(2-((2-amino-1,5-naphthyridin-4-yl)amino)-2-methylhexyl)methanesulfonamide NC1=NC2=CC=CN=C2C(=C1)NC(CNS(=O)(=O)C)(CCCC)C